ClC1=CC=C(CNCC=C)C=C1 N-(4-chlorobenzyl)prop-2-en-1-amine